7-(2-((4-((3S,5R)-3,5-dimethylpiperazin-1-yl)-2-ethylphenyl)amino)-5-(trifluoromethyl)pyrimidin-4-yl)-4-(oxetan-3-yl)-3,4-dihydrothieno[2,3-f][1,4]thiazepin-5(2H)-one 1,1-dioxide C[C@H]1CN(C[C@H](N1)C)C1=CC(=C(C=C1)NC1=NC=C(C(=N1)C1=CC2=C(C(N(CCS2(=O)=O)C2COC2)=O)S1)C(F)(F)F)CC